NC1=NC2=CC(=CC=C2C=C1Br)CC[C@@H]1[C@H]([C@H]([C@@H](C1)N1CC(C2=C1N=CN=C2N)(C)C)O)O (1s,2r,3s,5r)-3-(2-(2-amino-3-bromoquinolin-7-yl)ethyl)-5-(4-amino-5,5-dimethyl-5,6-dihydro-7H-pyrrolo[2,3-d]pyrimidin-7-yl)cyclopentane-1,2-diol